C(CCCCCCCCCCCCCCCCC)(=O)C=C stearoyl-ethylene